Cl.C=C(C)C1=CC(=NC=C1)C(N)=N 4-(prop-1-en-2-yl)picolinimidamide hydrochloride